(S)-diphenyl-2-pyrrolidinyl-methanol C1(=CC=CC=C1)C(O)([C@H]1NCCC1)C1=CC=CC=C1